BrC=1C=C2/C(/C(NC2=CC1)=O)=C/1\C(N(/C(/S1)=N/C1=CC=C(C=C1)S(=O)(=O)N)C1CCCCC1)=O 4-(((Z)-5-((Z)-5-bromo-2-oxoindoline-3-ylidene)-3-cyclohexyl-4-oxothiazolidin-2-ylidene)amino)benzenesulphonamide